(R)-1-(2-fluorophenyl)-N-(1-(1-(2-((methylamino)methyl)phenyl)-1H-pyrazol-3-yl)ethyl)-6-oxo-1,6-dihydropyridine-3-carboxamide FC1=C(C=CC=C1)N1C=C(C=CC1=O)C(=O)N[C@H](C)C1=NN(C=C1)C1=C(C=CC=C1)CNC